[15O6]glucose [15O]=C[C@H]([15OH])[C@@H]([15OH])[C@H]([15OH])[C@H]([15OH])C[15OH]